(([1,1'-biphenyl]-4-yloxy)imino)-λ4-sulfanone C1(=CC=C(C=C1)ON=S=O)C1=CC=CC=C1